C(C=C)(=O)OCCP(=O)=C(O)C[N+](C)(C)C acryloyloxyethyl-phosphorylcholine